CN1C(=NC(=C1)C1=C(C=CC=C1)C=1C(=C(C=C(C1)C)N1C2=CC=CC=C2C=2C=CC=CC12)[O-])C=1N(C=C(N1)C1=C(C=CC=C1)C=1C(=C(C=C(C1)C)N1C2=CC=CC=C2C=2C=CC=CC12)[O-])C.C(C1=CC=CC=C1)[Hf+2]CC1=CC=CC=C1 Dibenzylhafnium [2',2'''-(1,1'-dimethyl-1H,1'H-[2,2'-biimidazole]-4,4'-diyl)bis(3-(9H-carbazol-9-yl)-5-methyl-[1,1'-biphenyl]-2-olate)]